1-([1,2,4]triazolo[4,3-a]pyrazin-8-yl)-N-(4-fluorobenzyl)-N-(thiazol-5-ylmethyl)methylamine N=1N=CN2C1C(=NC=C2)CN(CC2=CN=CS2)CC2=CC=C(C=C2)F